(4-BROMO-3,5-DIMETHYL-1H-PYRAZOL-1-YL)ACETALDEHYDE BrC=1C(=NN(C1C)CC=O)C